ClC1=C(C=CC(=C1Cl)I)O 2,3-dichloro-4-iodophenol